(R)-N-((R)-1-(4-fluorophenyl)ethyl)-1-(5-(4,4,5,5-tetramethyl-1,3,2-dioxaborolan-2-yl)pyrimidin-2-yl)pyrrolidin-2-carboxamide FC1=CC=C(C=C1)[C@@H](C)NC(=O)[C@@H]1N(CCC1)C1=NC=C(C=N1)B1OC(C(O1)(C)C)(C)C